C(C)(=O)OOC1=C(C(=CC=C1)CC#N)OC1=C(C=C(C(=C1)N1C(N(C(=CC1=O)C(F)(F)F)C)=O)F)[N+](=O)[O-] cyanomethyl-(2-{4-fluoro-5-[3-methyl-2,6-dioxo-4-(trifluoromethyl)-3,6-dihydropyrimidin-1(2H)-yl]-2-nitrophenoxy}phenoxy) acetate